C(CCCCCCC\C=C/CCCCCCCC)(=O)[N-]CC Oleoyl-ethylamide